FC1=C(C=CC(=C1)C(F)(F)F)C1(CC1)C(=O)NC=1C=CC(=C(C(=O)OC)C1)C=1C=NN(C1)[C@@H]1COCC1 Methyl 5-[({1-[2-fluoro-4-(trifluoromethyl) phenyl]cyclopropyl}carbonyl) amino]-2-{1-[(3S)-tetrahydrofuran-3-yl]-1H-pyrazol-4-yl}benzoate